CS(=O)C(C=O)C 2-(methylsulfinyl)-propan-1-one